[F-].C(C)[N+]1=CC=C(C=C1)CCCC 1-Ethyl-4-butylpyridinium fluoride